NC1=CC(=NN1C(C)(C)C)C1CC(CC1)CC(=O)OC(C)(C)C tert-butyl 2-(3-(5-amino-1-(tert-butyl)-1H-pyrazol-3-yl)cyclopentyl)acetate